1-(1,2-benzoxazol-3-yl)-1,1-difluoromethane-sulfonamide O1N=C(C2=C1C=CC=C2)C(S(=O)(=O)N)(F)F